CC(=O)N[C@H]1[C@H](O[C@@H]([C@H](C1=O)O)C(=O)[O-])OP(=O)([O-])OP(=O)([O-])OC[C@@H]2[C@H]([C@H]([C@@H](O2)N3C=CC(=O)NC3=O)O)O The molecule is a nucleotide-sugar oxoanion obtained via deprotonation of the diphosphate and carboxy OH groups of UDP-2-acetamido-2-deoxy-alpha-D-ribo-hex-3-uluronic acid; major species at pH 7.3. It is a nucleotide-sugar oxoanion and a carbohydrate acid derivative anion. It is a conjugate base of an UDP-2-acetamido-2-deoxy-alpha-D-ribo-hex-3-uloseuronic acid.